6-bromopyrimidin BrC1=CC=NC=N1